ClC1=C(C=CC(=C1)OC1=CC=C(C=C1)Cl)C(C(=O)OCC)(CN1N=CN=C1)O ethyl 2-[2-chloro-4-(4-chlorophenoxy)-phenyl]-2-hydroxy-3-(1,2,4-triazol-1-yl)propanoate